N-(4-aminobutyl)-5-chloro-3-((3,5-dimethylphenyl)sulfonyl)-1H-indole-2-carboxamide NCCCCNC(=O)C=1NC2=CC=C(C=C2C1S(=O)(=O)C1=CC(=CC(=C1)C)C)Cl